1-((3S,5R)-1-acryloyl-5-(methoxymethyl)pyrrolidin-3-yl)-3-(imidazo[1,2-a]pyridin-6-ylethynyl)-5-(methylamino)-1H-pyrazole-4-carboxamide C(C=C)(=O)N1C[C@H](C[C@@H]1COC)N1N=C(C(=C1NC)C(=O)N)C#CC=1C=CC=2N(C1)C=CN2